methyl 2-[3,5-dichloro-4-[(3R,4R)-6-[2,6-dichloro-4-(3-methoxy-3-oxo-propyl)phenoxy]-3,4-dihydroxyhexoxy]phenyl]-1,3-benzoxazole-6-carboxylate ClC=1C=C(C=C(C1OCC[C@H]([C@@H](CCOC1=C(C=C(C=C1Cl)CCC(=O)OC)Cl)O)O)Cl)C=1OC2=C(N1)C=CC(=C2)C(=O)OC